S1C(=NC2=C1C=CC=C2)C=2C=C(C=CC2)C2=C(C=C(C=C2C2=CC(=CC=C2)C=2SC1=C(N2)C=CC=C1)C1=CC=C(C=C1)N1C2=CC=CC=C2OC=2C=CC=CC12)C1=CC=C(C=C1)N1C2=CC=CC=C2OC=2C=CC=CC12 10,10'-(4',5'-bis(3-(benzo[d]thiazol-2-yl)phenyl)-[1,1':3',1''-terphenyl]-4,4''-diyl)bis(10H-phenoxazine)